1-bromo-3-chloro-2-(chloromethyl)-3-methoxy-benzene BrC=1C(C(C=CC1)(OC)Cl)CCl